(E)-N-ethyl-N-(thiophen-2-ylmethyl)-3-p-tolyl-acrylamide C(C)N(C(\C=C\C1=CC=C(C=C1)C)=O)CC=1SC=CC1